BrC=1C=C(NCCN2CCOCC2)C=C(C1)OC 3-bromo-5-methoxy-N-(2-morpholinoethyl)aniline